2-Bromo-8-fluorodibenzo[b,d]furan BrC1=CC2=C(OC3=C2C=C(C=C3)F)C=C1